N-((6-((3S,5S)-3,5-Dimethylpiperazin-1-yl)pyridin-2-yl)methyl)-5-(tetrahydro-2H-pyran-4-yl)-7H-pyrrolo[2,3-d]pyrimidin-4-amine C[C@H]1CN(C[C@@H](N1)C)C1=CC=CC(=N1)CNC=1C2=C(N=CN1)NC=C2C2CCOCC2